The molecule is an N-acyl-(2S)-hydroxyglycine resulting from the formal condensation of dodecanoic acid (lauric acid) with the amino group of (2S)-hydroxyglycine. It derives from a dodecanoic acid. It is a conjugate acid of a N-dodecanoyl-(2S)-hydroxyglycinate. CCCCCCCCCCCC(=O)N[C@H](C(=O)O)O